CN1N=C2C=CC(=CC2=C1)C1=NC2=C(N(C1=O)C1=CC=C(C=C1)NC(OC(C)(C)C)=O)N=C(C=C2)OCC(F)(F)F tert-butyl (4-(2-(2-methyl-2H-indazol-5-yl)-3-oxo-6-(2,2,2-trifluoroethoxy)pyrido[2,3-b]pyrazin-4(3H)-yl)phenyl)carbamate